ClC=1N=C(C2=C(N1)C1=C(O2)C=CC=C1)C1=CC=2N(C3=CC=CC=C3C2C=C1)C1=CC=CC=C1 2-chloro-4-(9-phenyl-9H-carbazol-2-yl)benzofuro[3,2-D]pyrimidine